C(CC1=CC=CC=C1)C=1C(=C(C=CC1)O)C(C)(C)C1=CC=CC=C1 phenethylcumylphenol